C(C)(C)(C)OC(=O)N1C[C@@H]2COC3=C(CN2CC1)C=C(C(=C3Cl)C3=C(C=CC=C3O)Cl)F (12AR)-10-chloro-9-(2-chloro-6-hydroxyphenyl)-8-fluoro-3,4,12,12a-tetrahydro-6H-pyrazino[2,1-c][1,4]benzoxazepine-2(1H)-carboxylic acid tert-butyl ester